FC1=CC=C2C(=CNC2=C1)C=C[N+](=O)[O-] 6-fluoro-3-(2-nitrovinyl)-1H-indole